2-amino-3-(4-((6-methyl-1,2,4,5-tetrazin-3-yl)oxy)phenyl)propanoic acid NC(C(=O)O)CC1=CC=C(C=C1)OC=1N=NC(=NN1)C